[H+].CN(C)CCCN1C2=CC=CC=C2SC3=C1C=C(C=C3)Cl.[Cl-] The molecule is the hydrochloride salt of chlorpromazine. It has a role as a phenothiazine antipsychotic drug and an anticoronaviral agent. It is a member of phenothiazines and a hydrochloride. It contains a chlorpromazine.